N-((1-(4-fluorophenyl)cyclobutyl)methyl)-2-(trifluoromethyl)imidazo[1,2-a]pyridin-5-amine FC1=CC=C(C=C1)C1(CCC1)CNC1=CC=CC=2N1C=C(N2)C(F)(F)F